2-(4,6-diamino-1,3,5-triazin-2-yl)ethanol NC1=NC(=NC(=N1)N)CCO